N-(2-(2,6-dioxopiperidin-3-yl)-1-oxoisoindolin-5-yl)-4-methylbenzamide O=C1NC(CCC1N1C(C2=CC=C(C=C2C1)NC(C1=CC=C(C=C1)C)=O)=O)=O